lithium 2,5-dichloro-6-[(R)-1-methyl-2-((S)-1-oxiranylmethoxy)-ethylamino]-pyrimidine-4-carboxylate ClC1=NC(=C(C(=N1)C(=O)[O-])Cl)N[C@@H](COC[C@H]1OC1)C.[Li+]